tert-Butyl (2S,4R)-2-((1H-1,2,3-triazol-1-yl)methyl)-4-(5-(5-cyano-2-(oxetan-3-yloxy)phenyl)-N-cyclopropyloxazole-2-carboxamido)pyrrolidine-1-carboxylate N1(N=NC=C1)C[C@H]1N(C[C@@H](C1)N(C(=O)C=1OC(=CN1)C1=C(C=CC(=C1)C#N)OC1COC1)C1CC1)C(=O)OC(C)(C)C